CS(=O)(=O)C=1C=C(C=CC1)NC(=O)C1=C(N=NC(=C1)C(F)(F)F)OC1=CC=C(C=C1)OCC(F)(F)F N-(3-(methylsulfonyl)phenyl)-3-(4-(2,2,2-trifluoroethoxy)phenoxy)-6-(trifluoromethyl)pyridazine-4-carboxamide